FC=1C(=C(C=CC1F)C(=O)N1CC(C1)(O)CN/C(=C/[N+](=O)[O-])/SC)NC1=C(C=C(C=C1)I)F 1-({3,4-difluoro-2-[(2-fluoro-4-iodophenyl)amino]Phenyl}carbonyl)-3-({[(Z)-1-(methylthio)-2-nitroethenyl]Amino}methyl)azetidin-3-ol